The molecule is a Delta(11)-acyl-CoA having cis-tetradec-11-enoyl as the S-acyl group. It is a Delta(11)-fatty acyl-CoA, a monounsaturated fatty acyl-CoA and a tetradecenoyl-CoA. It derives from a coenzyme A and a cis-11-tetradecenoic acid. It is a conjugate acid of a cis-tetradec-11-enoyl-CoA(4-). CC/C=C\\CCCCCCCCCC(=O)SCCNC(=O)CCNC(=O)[C@@H](C(C)(C)COP(=O)(O)OP(=O)(O)OC[C@@H]1[C@H]([C@H]([C@@H](O1)N2C=NC3=C(N=CN=C32)N)O)OP(=O)(O)O)O